Cl\C(\C(=O)OCC)=C/C1=C(C=CC(=C1)N1C(C=2CCCCC2C1=O)=O)Cl ethyl (Z)-2-chloro-3-[2-chloro-5-(1,3-dioxo-4,5,6,7-tetrahydroisoindol-2-yl)phenyl]prop-2-enoate